N1C=NC2=C1C=CC(=C2)CN2CCC1=CC=C(C=C21)C(=O)NC2=CC(=CC=C2)C(F)(F)F 1-((1H-benzo[d]imidazol-5-yl)methyl)-N-(3-(trifluoromethyl)phenyl)indoline-6-carboxamide